3-{5-[2-(2-{1,6-Diazaspiro[3.3]heptan-6-yl}pyrimidin-5-yl)ethynyl]-3-methyl-2-oxo-1,3-benzodiazol-1-yl}piperidine-2,6-dione trifluoroacetate FC(C(=O)O)(F)F.N1CCC12CN(C2)C2=NC=C(C=N2)C#CC2=CC1=C(N(C(N1C)=O)C1C(NC(CC1)=O)=O)C=C2